[4-(dimethylamino)phenyl]-piperazin-1-ylmethylthioketone CN(C1=CC=C(C=C1)C(N1CCNCC1)C(=S)C(C1=CC=C(C=C1)N(C)C)N1CCNCC1)C